2-(3-(8-chloronaphthalen-1-yl)-4-fluoro-7-methyl-8-oxo-10-(3-(pyridin-2-yl)acryloyl)-8,8a,9,10,11,12-hexahydro-7H-pyrazino[1',2':4,5]pyrazino[2,3-c][1,6]naphthyridin-11-yl)acetonitrile ClC=1C=CC=C2C=CC=C(C12)C1=NC=C2C3=C(C=NC2=C1F)N(C(C1N3CC(N(C1)C(C=CC1=NC=CC=C1)=O)CC#N)=O)C